1-(4-fluoro-2-methylphenyl)-3-(3-methyl-2-oxo-1,2-dihydropyridin-4-yl)-7-(trifluoromethyl)-2,3-dihydroquinazolin-4(1H)-one FC1=CC(=C(C=C1)N1CN(C(C2=CC=C(C=C12)C(F)(F)F)=O)C1=C(C(NC=C1)=O)C)C